3-Heneicosene CCC=CCCCCCCCCCCCCCCCCC